4,4,5,5-tetramethyl-2-(prop-1-en-2-yl)-1,3-dioxolane CC1(OC(OC1(C)C)C(=C)C)C